C1(CC1)C=1C=C(C(=O)O)C=C(N1)C(NC1=CC(=CC=C1)[C@H](CC1=NN=CN1C)C)=O (S)-2-Cyclopropyl-6-((3-(1-(4-methyl-4H-1,2,4-triazol-3-yl)propan-2-yl)phenyl)carbamoyl)isonicotinic acid